NC1=C(C=C(C=N1)C=1C=C2N(N1)CC[C@]21CN(CC1)C(=O)NCC)O[C@@H](C)C1=NN(C=C1)C (3R)-2'-{6-amino-5-[(1S)-1-(1-methyl-1H-pyrazol-3-yl)ethoxy]pyridin-3-yl}-N-ethyl-5',6'-dihydrospiro[pyrrolidine-3,4'-pyrrolo[1,2-b]pyrazole]-1-carboxamide